tert-butyl 3-(3-cyclooctyl-1,2,4-oxadiazol-5-yl)-2-(diethoxyphosphoryl)propanoate C1(CCCCCCC1)C1=NOC(=N1)CC(C(=O)OC(C)(C)C)P(=O)(OCC)OCC